C(#N)CC(=O)N1C(C2=CC=C(C=C2CC1C)CCC(=O)O)C 3-(2-(2-cyanoacetyl)-1,3-dimethyl-1,2,3,4-tetrahydroisoquinolin-6-yl)propanoic acid